COC1=C(C=C2C=CC(=NC2=C1)C)C1=CN=C(N1)[C@H](CCCCCC(=O)C=1OC=CN1)NC(CN1C(CNCC1)=O)=O N-[(1S)-1-[5-(7-methoxy-2-methylquinolin-6-yl)-1H-imidazol-2-yl]-7-(1,3-oxazol-2-yl)-7-oxoheptyl]-2-(2-oxopiperazin-1-yl)acetamide